1-phenyl-ethylbromid C1(=CC=CC=C1)C(C)Br